O=C1NC2(CN(C2)C(=O)OC2CC(C2)COC2=C(C=C(C=C2)C(F)(F)F)Cl)CO1 3-((2-chloro-4-(trifluoromethyl)phenoxy)methyl)cyclobutyl 6-oxo-7-oxa-2,5-diazaspiro[3.4]octane-2-carboxylate